OC(=O)C(F)(F)F.FC=1C=2N(C=C(C1)C(=O)NC1=NC=C(C=C1)N1C[C@@H](NCC1)C)C=C(N2)C (S)-8-fluoro-2-methyl-N-(5-(3-methylpiperazin-1-yl)pyridin-2-yl)imidazo[1,2-a]pyridine-6-carboxamide TFA salt